COC1=CC=C(C=C1)N2C=CN=C2 N-(4-methoxyphenyl)imidazole